Methyl 5-bromo-2-((tert-butoxycarbonyl)amino)thiazole-4-carboxylate BrC1=C(N=C(S1)NC(=O)OC(C)(C)C)C(=O)OC